BrC1=NN(C(=C1C#N)NC1=CC=C(C=N1)C(=O)OC)COCC[Si](C)(C)C methyl 6-[(3-bromo-4-cyano-1-{[2-(trimethylsilyl)ethoxy]methyl}-1H-pyrazol-5-yl)amino]pyridine-3-carboxylate